BrC1=CC=C(C=C1)NC1OC(C2=CC=CC=C12)=O 3-(4-bromophenyl)aminoisobenzofuran-1(3H)-one